ClC=1C=CC=C2C=CC=C(C12)C1=C(C=2N=C(N=C(C2C=N1)NC1CCNCC1)OC[C@]12CCCN2C[C@@H](C1)F)F 7-(8-chloronaphthalen-1-yl)-8-fluoro-2-(((2R,7aS)-2-fluorotetrahydro-1H-pyrrolizin-7a(5H)-yl)methoxy)-N-(piperidin-4-yl)pyrido[4,3-d]pyrimidin-4-amine